N1=C(C=CC=C1)N1CCNCC1 4-(2-PYRIDYL)-PIPERAZINE